1-((2-(2,4,5-Trifluoro-3-hydroxyphenyl)thiazol-5-yl)methyl)piperidine-2,6-dione FC1=C(C=C(C(=C1O)F)F)C=1SC(=CN1)CN1C(CCCC1=O)=O